C(C)OC(C(=C)C#N)=O.BrC=1C=C(C=CC1F)NC(CSC1=CC=C(C=C1)N1C(=NC2=CC=CC(=C2C1=O)OC)C)=O N-(3-bromo-4-fluorophenyl)-2-((4-(5-methoxy-2-methyl-4-oxoquinazolin-3(4H)-yl)phenyl)thio)acetamide Ethyl-α-cyanoacrylate